FC1=C(C=CC(=C1)F)N1C(C2=CC=C(C=C2C(=N1)C1=CC(=CC=C1)S(=O)(=O)C)F)=O 2-(2,4-difluorophenyl)-6-fluoro-4-(3-(methylsulfonyl)phenyl)phthalazin-1(2H)-one